C(CCCCCCC\C=C/CCCCCCCC)(=O)OCC(O)CO glycerol oleate